methyl-4-[(1-methylcyclopropyl)amino]-N-[(2-methylpyrimidin-5-yl)methyl]furo[2,3-d]pyrimidine-5-carboxamide CC=1N=C(C2=C(N1)OC=C2C(=O)NCC=2C=NC(=NC2)C)NC2(CC2)C